ClC=1C=C2CCCN(C2=CC1)[C@H]1C[C@@H](N(C1)C(=O)OC(C)(C)C)C(=O)OC (2R,4S)-1-tert-butyl 2-methyl 4-(6-chloro-3,4-dihydroquinolin-1(2H)-yl)pyrrolidine-1,2-dicarboxylate